CC1=CC=C(C=C1)S(=O)(=O)OC1=NC(=NC2=NC(=C(N=C12)C)C)C1CN(C(CC1)=O)C1=CC(=NC=C1)C [6,7-dimethyl-2-[1-(2-methyl-4-pyridyl)-6-oxo-3-piperidyl]pteridin-4-yl] 4-methylbenzenesulfonate